(2R,4aR,9aR)-7-((E)-3-hydroxy-5-((1-methyl-1H-1,2,3-triazol-4-yl)methoxy)-4-(3-methylbut-2-en-1-yl)styryl)-1,1,4a-trimethyl-2,3,4,4a,9,9a-hexahydro-1H-xanthene-2,5-diol OC=1C=C(/C=C/C=2C=C(C=3O[C@@]4(CC[C@H](C([C@H]4CC3C2)(C)C)O)C)O)C=C(C1CC=C(C)C)OCC=1N=NN(C1)C